3-(3-(1-(2-(5-((4-(2,2-difluoroethyl)-6-fluoro-1H-indol-5-yl)oxy)-2-fluorophenyl)-1H-imidazol-4-yl)ethyl)-2-fluorophenyl)propanoic acid FC(CC1=C2C=CNC2=CC(=C1OC=1C=CC(=C(C1)C=1NC=C(N1)C(C)C=1C(=C(C=CC1)CCC(=O)O)F)F)F)F